2-((5-((4-ethylpiperazine-1-yl)methyl)pyridine-2-yl)amino)-5-fluoropyrimidine-4-ylbenzothiazole-2-amine C(C)N1CCN(CC1)CC=1C=CC(=NC1)NC1=NC=C(C(=N1)C1=CC=CC2=C1N=C(S2)N)F